9-fluoro-5-(hydroxymethyl)-2,3-dihydro-7H-[1,4]oxazino[2,3,4-ij]quinolin-7-one FC=1C=C2C(C=C(N3C2=C(C1)OCC3)CO)=O